3,5-dihydroxy-6-heptenoic acid OC(CC(=O)O)CC(C=C)O